C(C)C1=CC2=C(C(N(CC23CC3)CC(=O)NC=3C=NC(=CC3)OC)=O)S1 2-{2'-Ethyl-7'-oxo-6',7'-dihydro-5'H-spiro[cyclopropane-1,4'-thieno[2,3-c]pyridin]-6'-yl}-N-(6-methoxypyridin-3-yl)acetamide